benzyl ((S)-4-ethyl-11-(2-(N-isopropylacetamido) ethyl)-3,14-dioxo-3,4,12,14-tetrahydro-1H-pyrano[3',4':6,7]indolizino[1,2-b]quinolin-4-yl) carbonate C(OCC1=CC=CC=C1)(O[C@@]1(C(OCC=2C(N3CC=4C(=NC=5C=CC=CC5C4CCN(C(C)=O)C(C)C)C3=CC21)=O)=O)CC)=O